C(C)C=1C(=CC=C2C=C(C=C(C12)C1=C(C=2N=C(N=C(C2C=N1)N1C2CCC(C(C1)C2)O)OC[C@]21CCCN1C[C@@H](C2)F)F)O)F 6-(7-(8-Ethyl-7-fluoro-3-hydroxy-naphthalen-1-yl)-8-fluoro-2-(((2R,7aS)-2-fluorotetrahydro-1H-pyrrolizin-7a(5H)-yl)methoxy)pyrido[4,3-d]pyrimidin-4-yl)-6-azabicyclo[3.2.1]octan-2-ol